C(C1=CC=CC=C1)N1CCC(CC1)CCNC(=O)C1CCN(CC1)C1=CC(=C(C=C1)OC)C#N N-[2-(1-benzylpiperidin-4-yl)ethyl]-1-(3-cyano-4-methoxyphenyl)piperidine-4-carboxamide